7,8-DIHYDRO-5H-PYRANO[4,3-B]PYRIDINE-3-CARBALDEHYDE N1=C2C(=CC(=C1)C=O)COCC2